4-amino-8-bromo-N-cyclopropyl-2-oxo-1H-quinoline-3-carboxamide NC1=C(C(NC2=C(C=CC=C12)Br)=O)C(=O)NC1CC1